O=CC1=CC=C(C(C)C)C=C1 Cuminaldehyd